ClC=1C=C(C=CC1)N1CCN(CC1)C1C=2N(CCCCCC3=C1C=CC=C3)N=NN2 14-(4-(3-chlorophenyl)piperazin-1-yl)-5,6,7,8,9,14-hexahydrobenzo[d]tetrazolo[1,5-a]azecine